(2-(3-(1-Methyl-1H-indazol-6-yl)-1,4-dihydrothieno[2',3':4,5]cyclopenta[1,2-c]pyrazol-6-yl)pyridin-4-yl)(N-morpholinyl)methanone CN1N=CC2=CC=C(C=C12)C=1C2=C(NN1)C1=C(C2)SC(=C1)C1=NC=CC(=C1)C(=O)N1CCOCC1